Cl.CN(C1=CC=C2CCN(CC2=C1)CCC)C1=CC=CC=C1 N-methyl-N-phenyl-2-propyl-1,2,3,4-tetrahydroisoquinolin-7-amine hydrochloride